C(C1CO1)N(C=1C(=CC=CC1)C)CC1CO1 N,N-diglycidyltoluidine